5-(1-(3-Bromopyridin-3-yl)-3-methylcyclobutyl)-4-methyl-4H-1,2,4-triazole-3-thiol BrC1(CN=CC=C1)C1(CC(C1)C)C=1N(C(=NN1)S)C